(2-(3,5-difluoro-2-hydroxy-phenyl)-6a-methyl-5,6,6a,7,9,10-hexahydro-8H-pyrazino-[1',2':4,5]pyrazino[2,3-c]pyridazin-8-yl)((2R,6R)-2,6-dimethylpiperazin-1-yl)methanone FC=1C(=C(C=C(C1)F)C=1C=C2C(=NN1)NCC1(N2CCN(C1)C(=O)N1[C@@H](CNC[C@H]1C)C)C)O